C(C(O)C)=O lactoaldehyde